C[C@@]12C(CC[C@H]1[C@@H]1CC[C@@H]3CC(CC[C@]3(C)[C@H]1CC2)=O)=O 5β-androstane-3,17-dione